diphosphoribulose P(=O)(O)(OP(=O)(O)O)OCC(=O)[C@H](O)[C@H](O)CO